OB1OCC2=C1C(=C(C=C2)C(=O)N[C@@H](C(C)C)C(=O)OCC2=CC(=CC=C2)CN2CCCC2)C 3-(pyrrolidin-1-ylmethyl)benzyl (1-hydroxy-7-methyl-1,3-dihydrobenzo[c][1,2]oxaborole-6-carbonyl)-L-valinate